6-ethoxy-4-(6-(6-(pyridin-2-ylmethyl)-3,6-diazabicyclo[3.1.1]heptan-3-yl)pyridin-3-yl)pyrazolo[1,5-a]pyridine-3-carbonitrile C(C)OC=1C=C(C=2N(C1)N=CC2C#N)C=2C=NC(=CC2)N2CC1N(C(C2)C1)CC1=NC=CC=C1